IC=1C=C(C=CC1)C=1NC(C2=C(N1)C(=NC=C2)OC)=O 2-(3-iodophenyl)-8-methoxypyrido[3,4-d]Pyrimidin-4(3H)-one